C1=CC=CC=2C3=CC=CC=C3N(C12)C1=C(C#N)C(=CC(=C1)C1=NC2=C(N1C1=CC=CC=C1)C=CC=C2)N2C1=CC=CC=C1C=1C=CC=CC21 2,6-di(9H-carbazol-9-yl)-4-(1-phenyl-1H-benzo[d]imidazol-2-yl)benzonitrile